2-{[2-(3-Acetyl-4-amino-phenyl)-4-morpholin-4-yl-thieno[3,2-d]pyrimidin-6-ylmethyl]-methyl-amino}-pyrimidine-5-carboxylic acid ethyl ester C(C)OC(=O)C=1C=NC(=NC1)N(C)CC1=CC=2N=C(N=C(C2S1)N1CCOCC1)C1=CC(=C(C=C1)N)C(C)=O